N-(2-((6-((6,7-dihydro-5H-cyclopenta[b]pyrazin-2-yl)amino)-2-methyl-3-oxo-2,3-dihydro-1H-pyrazolo[3,4-b]pyridin-4-yl)amino)phenyl)-N-methylmethanesulfonamide N1=C2C(=NC=C1NC1=CC(=C3C(=N1)NN(C3=O)C)NC3=C(C=CC=C3)N(S(=O)(=O)C)C)CCC2